C[C@H](C[C@@H](C(=O)O)N)C=O The molecule is a L-leucine derivative that is L-leucine substituted by an oxo group at position 5. It is a non-proteinogenic L-alpha-amino acid and a L-leucine derivative.